O[C@H]1[C@@H]([C@@H](O[C@H]2[C@H]1O[C@H](OC2)C2=CC=CC=C2)OC2=CC=C(C=C2)\C=C\C(C2=CC=CC=C2)=O)NC(C)=O N-[(2S,4Ar,6S,7S,8S,8aS)-8-hydroxy-6-[4-[(E)-3-oxo-3-phenylprop-1-enyl]phenoxy]-2-phenyl-4,4a,6,7,8,8a-hexahydropyrano[3,2-d][1,3]dioxin-7-yl]acetamide